(R)-6-chloro-2-(5-(1,2-dimethoxyethyl)-1H-1,2,4-triazol-3-yl)-5-methoxy-1-methyl-3-(1H-pyrazol-4-yl)-1H-pyrrolo[3,2-b]pyridine ClC=1C=C2C(=NC1OC)C(=C(N2C)C2=NNC(=N2)[C@H](COC)OC)C=2C=NNC2